2-[[4-amino-8-(trans-4-aminocyclohexyloxy)-5,5-dimethyl-6H-benzo[H]quinazolin-7-yl]-methyl-amino]ethanol NC1=NC=NC=2C3=C(CC(C12)(C)C)C(=C(C=C3)O[C@@H]3CC[C@H](CC3)N)N(CCO)C